1-(5-chloro-4-fluoro-2-(1-fluoro-3-hydroxypropan-2-yloxy)phenyl)propan-1-one ClC=1C(=CC(=C(C1)C(CC)=O)OC(CF)CO)F